C(N)(O[C@@H](CC=C)C1=NC=CC(=C1)C1=C(C=NN1COCC[Si](C)(C)C)[N+](=O)[O-])=O (S)-(1-(4-(4-nitro-1-((2-(trimethylsilyl) ethoxy) methyl)-1H-pyrazol-5-yl) pyridin-2-yl) but-3-en-1-yl) carbamate